C(#N)C1=C(OC2=CC=C3N=CC(=NC3=C2)C2CC3(C2)CCN(CC3)C(=O)[O-])C(=CC=C1NS(=O)(=O)C1CCCC1)F 2-[7-[2-cyano-3-(cyclopentylsulfonylamino)-6-fluoro-phenoxy]quinoxalin-2-yl]-7-azaspiro[3.5]nonane-7-carboxylate